tert-Butyl 3-(6-(hydroxymethyl)pyrazin-2-yl)-2,5-dihydro-1H-pyrrole-1-carboxylate OCC1=CN=CC(=N1)C=1CN(CC1)C(=O)OC(C)(C)C